N-[(1R)-1-(4-Fluorophenyl)ethyl]-3-methyl-6-(naphthalen-2-yl)-4-oxo-4,5-dihydropyrazolo[1,5-a]-pyrazine-2-carboxamide FC1=CC=C(C=C1)[C@@H](C)NC(=O)C1=NN2C(C(NC(=C2)C2=CC3=CC=CC=C3C=C2)=O)=C1C